C(C1=CC=CC=C1)OC1=CC=C2C(CCOC2=C1)=O 7-(benzyloxy)chromane-4-one